ClC=1C2=C(N=C(N1)C)NC(C(=C2)OC2COCC2)=O 4-chloro-2-methyl-6-((tetrahydrofuran-3-yl)oxy)pyrido[2,3-d]pyrimidin-7(8H)-one